3,7-dimethyl-octene CC(C=C)CCCC(C)C